BrC=1C(=C(C(=O)O)C(=CC1)C)F 3-bromo-2-fluoro-6-methylbenzoic acid